C(C)(C)(C)OC(=O)NC(C(=O)N1[C@@H]([C@H]2C([C@H]2C1)(C)C)C(=O)OC)C(C)(C)OCC methyl (1R,2S,5S)-3-[2-(tert-butoxycarbonylamino)-3-ethoxy-3-methyl-butanoyl]-6,6-dimethyl-3-azabicyclo[3.1.0]hexane-2-carboxylate